5-(6-chloro-2-pyridinyl)-4-methyl-2-(pyrimidin-2-yloxymethyl)thiazole ClC1=CC=CC(=N1)C1=C(N=C(S1)COC1=NC=CC=N1)C